15-(butylsulfanyl)pentadecan-1-ol C(CCC)SCCCCCCCCCCCCCCCO